C(C)(C)(C)[C@@]1(N(CC[C@H](C1)NC(C(COC1=NC=CC=C1OC(F)(F)F)(C)C)=O)C(=O)OC(CCCC)O)C pentaneDiol tert-butyl-(2R,4R)-4-(2,2-dimethyl-3-((3-(trifluoromethoxy)pyridin-2-yl)oxy)propanamido)-2-methylpiperidine-1-carboxylate